COC(C(=O)C1=CC=CC=C1)(C1=CC=CC=C1)OC α,α-dimethoxy-α-phenyl-acetophenone